FC1=C(C=C(C=C1)OC=1C(=C2C=CNC2=CC1F)S(=O)(=O)C)C=1OC=C(N1)C1(COC2=C1C=CC=C2CC(=O)OCC)C Ethyl 2-(3-(2-(2-fluoro-5-((6-fluoro-4-(methylsulfonyl)-1H-indol-5-yl)oxy)phenyl)oxazol-4-yl)-3-methyl-2,3-dihydrobenzofuran-7-yl)acetate